1-(1H-Benzimidazol-2-yl)ethanon N1C(=NC2=C1C=CC=C2)C(C)=O